NC1=CC(=C2N3CCC[C@H]3CCCCCC(C3=NN=C(C1=N2)O3)O)C(F)(F)F (12R)-20-amino-18-(trifluoromethyl)-22-oxa-3,4,16,21-tetraazatetracyclo[15.3.1.12,5.012,16]docosa-1(21),2,4,17,19-penta-en-6-ol